CN1C=C(C=C1C1=CC=CC=C1)B(O)O 1-METHYL-5-PHENYL-PYRROL-3-YLBORONIC ACID